(4-bromo-3-methyl-2-oxo-2,3-dihydro-1H-benzo[D]imidazol-1-yl)-piperidine-2,6-dione BrC1=CC=CC=2N(C(N(C21)C)=O)N2C(CCCC2=O)=O